[Co+2].[C-]#N.[C-]#N cyanide cobalt salt